p-methoxybenzyl ether COC1=CC=C(COCC2=CC=C(C=C2)OC)C=C1